(R)-N-(2-methoxy-4-(4-(4-methylpiperazin-1-yl)piperidin-1-yl)phenyl)-6-(3-(thiophen-2-yl)isoxazolidin-2-yl)pyrimidin-4-amine COC1=C(C=CC(=C1)N1CCC(CC1)N1CCN(CC1)C)NC1=NC=NC(=C1)N1OCC[C@@H]1C=1SC=CC1